C(\C=C\CCCCCCCC)=O (E)-undec-2-enal